CN1C(N(CC=2C1=NC(=NC2)NC2=CC(=C(C=C2)N2CCN(CC2)C)C=2C=NN(C2)C)C2CCNC1=CC=CC=C21)=O 1-methyl-7-[4-(4-methylpiperazin-1-yl)-3-(1-methylpyrazol-4-yl)anilino]-3-(1,2,3,4-tetrahydroquinolin-4-yl)-4H-pyrimido[4,5-d]pyrimidin-2-one